2-(5-chloro-2-fluoro-4-(4-hydroxy-3-isopropylbenzyl)-3-methylphenoxy)acetic acid ClC=1C(=C(C(=C(OCC(=O)O)C1)F)C)CC1=CC(=C(C=C1)O)C(C)C